C1NC(NC12CCC1(OCCO1)CC2)=O 9,12-dioxa-2,4-diazadispiro[4.2.4{8}.2{5}]Tetradecan-3-one